N-methylpyridazine CN1NC=CC=C1